[As].[Ga].[Al] aluminum gallium Arsenic